S(=O)(OCC(F)F)OC1C(CCCC1)OC1=CC=C(C=C1)OCCCC 2,2-Difluoroethyl (2-(4-butoxyphenoxy) cyclohexyl) sulfite